COC1=NC=C(C(=N1)OC)C1=NNC2=NC=NC(=C21)N2CC(CC2)(C)CC (2,4-Dimethoxypyrimidin-5-yl)-4-(3-ethyl-3-methyl-pyrrolidin-1-yl)pyrazolo[3,4-d]pyrimidine